C(OCC)(OC(C)F)=O Ethyl (1-fluoroethyl) carbonate